O-tert-butylhydroxylamine CC(C)(C)ON